NC1=C2C(=NC=N1)N(N=C2C2=CC=C(C=C2)NC(=O)C2=NN(C=C(C2=O)C2=NC=C(C=C2)Cl)C(C)C)CC(F)F N-(4-(4-amino-1-(2,2-difluoroethyl)-1H-pyrazolo[3,4-d]pyrimidin-3-yl)phenyl)-5-(5-chloropyridin-2-yl)-1-isopropyl-4-oxo-1,4-dihydropyridazine-3-carboxamide